(3S)-6,7-dichloro-3-(2-methoxyethyl)-1,3,4,9-tetrahydropyrrolo[3,2-h][2,1]benzothiazine 2,2-dioxide ClC=1C2=C(C3=C(C[C@H](S(N3)(=O)=O)CCOC)C1)NC=C2Cl